C12C(C3CC(CC(C1)C3)C2)NC([C@H](N)C2=CC=CC=C2)C2=CC=CC=C2 (1R,3R,5R,7R)-(2-adamantyl)-1,2-diphenylethylenediamine